N-([1,2,4]triazolo[1,5-a]pyridin-8-yl)-2-(3-(1-acetylpiperidin-4-yl)-5'-fluoro-1'-methyl-1H,1'H-[4,6'-biindazol]-1-yl)acetamide N=1C=NN2C1C(=CC=C2)NC(CN2N=C(C=1C(=CC=CC21)C2=C(C=C1C=NN(C1=C2)C)F)C2CCN(CC2)C(C)=O)=O